OB(C1=CC=C(C=C1)CN1C=NC2=C1C=C(C=C2)C(=O)O)O 3-((4-(dihydroxyboranyl)phenyl)methyl)-1,3-benzodiazole-5-carboxylic acid